3-((4-(tert-amyl)phenyl)amino)cyclobutane-1-carboxamide C(C)(C)(CC)C1=CC=C(C=C1)NC1CC(C1)C(=O)N